7-chloro-1,6-naphthyridin-2-ol ClC1=NC=C2C=CC(=NC2=C1)O